2-{[(2S)-1-(pyrrolidin-1-yl)propan-2-yl]oxy}benzamide N1(CCCC1)C[C@H](C)OC1=C(C(=O)N)C=CC=C1